COC1=CC=C(C=C1)NC1=CC=CC2=CC=CC=C12 N-(4-(methoxy)phenyl)naphthalene-1-amine